tert-butyl[(4-ethenylcyclohexyl)methoxy]diphenylsilane C(C)(C)(C)[Si](C1=CC=CC=C1)(C1=CC=CC=C1)OCC1CCC(CC1)C=C